(R)-8-(5-((1R,2S)-2-methylcyclohexyl)thiazol-2-yl)-9-oxooctahydro-2H-pyrazino[1,2-a]pyrazine-2-carbonitrile C[C@@H]1[C@@H](CCCC1)C1=CN=C(S1)N1C([C@@H]2N(CCN(C2)C#N)CC1)=O